[N+](=O)([O-])C1=CC=C(C(=O)O[C@H]2[C@@H]([C@H](CCC2)C(=O)OC)NC(=O)OC(C)(C)C)C=C1 |o1:10,11,12| (1R,2R,3S)-rel-2-((tert-butoxycarbonyl)amino)-3-(methoxycarbonyl)cyclohexyl 4-nitrobenzoate